[Na+].O=C(CS(=O)(=O)[O-])C 2-oxopropane-1-sulfonic acid, sodium salt